[Cl-].CC1=CC=C(C=C1)C1=C2NC(=C1)C=C1C=CC(=N1)C=C1C=CC(N1)=CC=1C=CC(N1)=C2 (4-methylphenyl)porphyrin chloride